N-(5-(2-(((1r,4r)-4-aminocyclohexyl)amino)-8-ethylquinazolin-6-yl)-6-methyl-pyrazin-2-yl)-2-chlorobenzene-sulfonamide NC1CCC(CC1)NC1=NC2=C(C=C(C=C2C=N1)C=1N=CC(=NC1C)NS(=O)(=O)C1=C(C=CC=C1)Cl)CC